CN(C=1C(N(C=C(C1)C=1C=NN(C1)C(C)C1=CC=CC=C1)C)=O)C 3-Dimethylamino-1-methyl-5-[1-(1-phenyl-ethyl)-1H-pyrazol-4-yl]-1H-pyridin-2-one